3-Fluoro-N-(1-methyl-1H-pyrazol-3-yl)-5-((6-(1-methyl-1H-pyrazol-5-yl)-1-oxoisoquinolin-2(1H)-yl)methyl)benzamide FC=1C=C(C(=O)NC2=NN(C=C2)C)C=C(C1)CN1C(C2=CC=C(C=C2C=C1)C1=CC=NN1C)=O